C(C)(C)(C)OC(=O)N1CC(OCC1(C)C)C=1C=C2C(=C(NC2=CC1)Br)C(C)C 2-(2-bromo-3-isopropyl-1H-indol-5-yl)-5,5-dimethylmorpholine-4-carboxylic acid tert-butyl ester